3-(tert-butyl)-6-methylquinazoline-2,4(1H,3H)-dione C(C)(C)(C)N1C(NC2=CC=C(C=C2C1=O)C)=O